C(C1=CC=CC=C1)S(=O)(=O)C1=CC=CC=C1 Toluenesulfonyl-benzene